C(C(C)(C)C)(=O)OCC[C@H]1CC[C@H]2[C@@H](C([C@H]3[C@@H](O2)[C@H]([C@H](O3)CC3OC(OC3)(C)C)O[Si](OC)(C(C)C)C(C)C)=O)O1 (2R,3S,3aR,4aS,7R,8aS,9aR)-3-((diisopropyl(methoxy)silyl)oxy)-2-((2,2-dimethyl-1,3-dioxolan-4-yl)methyl)-9-oxodecahydrofuro[3,2-b]pyrano[2,3-e]pyran-7-ylethyl pivalate